(R)-2-amino-2-(fluoromethyl)-4-methylpentanoic Acid N[C@@](C(=O)O)(CC(C)C)CF